tert-butyl (3S)-4-(7-(3-acetamido-4-fluoroisoquinoline-1-yl)-6-chloro-8-fluoro-2-(((S)-1-methylpyrrolidin-2-yl)methoxy)quinazolin-4-yl)-3-methylpiperazine-1-carboxylate C(C)(=O)NC=1N=C(C2=CC=CC=C2C1F)C1=C(C=C2C(=NC(=NC2=C1F)OC[C@H]1N(CCC1)C)N1[C@H](CN(CC1)C(=O)OC(C)(C)C)C)Cl